C1(CC1)C(=O)NC1=NC=CC(=C1)OC1=C(C=C(C=C1)NC(=O)C1=NC=2N(C(=C1)C1=CC=NC=C1)N=CC2)F N-{4-[2-(cyclopropanecarboxamido)pyridine-4-oxy]-3-fluorophenyl}-7-(4-pyridyl)pyrazolo[1,5-a]pyrimidine-5-carboxamide